C1(=CC=CC=C1)C1CC2C(CN(C2)C(=O)NC2=CC=C(C(=O)OC)C=C2)C1 methyl 4-[({5-phenyl-octahydrocyclopenta[c]pyrrol-2-yl}carbonyl) amino]benzoate